tricyclo[8.4.0.03,8]tetradecane C12CC3CCCCC3CC2CCCC1